S(=O)(=O)([O-])[O-].[Mo+3].S(=O)(=O)([O-])[O-].S(=O)(=O)([O-])[O-].[Mo+3] molybdenum (iii) sulfate